C(C1=CC=CC=C1)(=O)O.C(C1=CC=CC=C1)(=O)O.NCCCCCCN hexamethylene-diamine dibenzoate salt